5-bromo-6-[(3S)-3-(morpholinomethyl)-3,4-dihydro-1H-isoquinoline-2-carbonyl]Isoindoline-2-carboxylic acid tert-butyl ester C(C)(C)(C)OC(=O)N1CC2=CC(=C(C=C2C1)Br)C(=O)N1CC2=CC=CC=C2C[C@H]1CN1CCOCC1